C(C1CO1)OCCC[Si](O[SiH2]C1=CC=CC=C1)(C)C (glycidoxypropyldimethylsiloxy)phenylsilane